3-fluoro-10-(1-hydroxyethyl)-5,8-dimethyl-benzo[c][1,8]naphthyridin-6-one FC1=CC=C2C3=C(C(N(C2=N1)C)=O)C=C(C=C3C(C)O)C